1,2,4,5-tetrakis((E)-2-(4-pyridyl)ethenyl)benzene N1=CC=C(C=C1)/C=C/C1=C(C=C(C(=C1)\C=C\C1=CC=NC=C1)\C=C\C1=CC=NC=C1)\C=C\C1=CC=NC=C1